COC(=O)C12CC(C1)(C2)C(=O)N2C[C@@H](CC2)OC2=C(C=CC(=C2)F)F (R)-3-(3-(2,5-difluorophenoxy)pyrrolidine-1-carbonyl)bicyclo[1.1.1]pentane-1-carboxylic acid methyl ester